N12CCCCCC2=NCCC1 1,8-diaza-bicyclo(5.4.0)-7-undecene